C(C)C(CN1C2=C(C3=C1C=CS3)C=CS2)CCCC N-(2-ethylhexyl)dithienopyrrole